N=1C=NN2C1C1=C(C(=C2)C2=C(C3=C(N2)SC(=C3C)C3=CC=C(C=C3)N3CCNCC3)C(C)C)CCC1 5-(8,9-Dihydro-7H-cyclopenta[c][1,2,4]triazolo[1,5-a]pyridin-6-yl)-4-isopropyl-3-methyl-2-(4-(piperazin-1-yl)phenyl)-6H-thieno[2,3-b]pyrrole